methyl (2S)-2-(tert-butoxycarbonylamino)-3-(4-hydroxyphenyl)propanoate C(C)(C)(C)OC(=O)N[C@H](C(=O)OC)CC1=CC=C(C=C1)O